N-(6-fluoro-4-morpholinopyridin-3-yl)-2-((3-(trifluoromethoxy)phenyl)amino)pyrimidine-4-carboxamide FC1=CC(=C(C=N1)NC(=O)C1=NC(=NC=C1)NC1=CC(=CC=C1)OC(F)(F)F)N1CCOCC1